Boron-cobalt-hafnium oxide [O-2].[Hf+4].[Co+2].[B+3]